FC(S(=O)(=O)OC1=C(C=CC(=C1)C1=NC(=CC=C1NC(C)C=1C=C(C=C2C(C(=C(OC12)N1CCCCC1)C)=O)C)Cl)C=O)(F)F [5-[6-chloro-3-[1-[3,6-dimethyl-4-oxo-2-(1-piperidyl)chromen-8-yl]ethylamino]-2-pyridyl]-2-formyl-phenyl] trifluoromethanesulfonate